2-methoxy-5-morpholino-N-(2-(2-(trifluoromethyl)cyclopropyl)-ethyl)-1H-benzo[d]imidazole-1-carboxamide COC1=NC2=C(N1C(=O)NCCC1C(C1)C(F)(F)F)C=CC(=C2)N2CCOCC2